(5-amino-7-methoxyimidazo[1,2-c]quinazolin-2-yl)(3,3-difluoropiperidin-1-yl)methanone NC1=NC=2C(=CC=CC2C=2N1C=C(N2)C(=O)N2CC(CCC2)(F)F)OC